C(C)(C)(C)[Si](OCCN1CCNCC1)(C1=CC=CC=C1)C1=CC=CC=C1 (2-((tert-butyldiphenyl-silyl)oxy)ethyl)piperazin